ClC1=CC(=C2C(=N1)N(C=C2C(F)(F)F)COCC[Si](C)(C)C)OCC 6-chloro-4-ethoxy-3-(trifluoromethyl)-1-((2-(trimethylsilyl)ethoxy)methyl)-1H-pyrrolo[2,3-b]pyridine